OC1=C(C=C(C=C1)C(=O)OC)C(=O)OC dimethyl 4-hydroxybenzene-1,3-dicarboxylate